N1CC(C1)OCC1CC(C1)C1=CC=CC=2N(C(N(C21)C)=O)C2C(NC(CC2)=O)=O 3-[4-[3-(Azetidin-3-yloxymethyl)cyclobutyl]-3-methyl-2-oxo-benzimidazol-1-yl]piperidine-2,6-dione